3-(tert-butyl) 2-methyl (1R,2R,5S)-2-(2-(chloromethyl) allyl)-3-azabicyclo[3.1.0]hexane-2,3-dicarboxylate ClCC(C[C@@]1([C@@H]2C[C@@H]2CN1C(=O)OC(C)(C)C)C(=O)OC)=C